The molecule is an N-acetyl-beta-D-glycosaminyl glycopeptide consisting of an N-acetyl-beta-D-glycosaminyl-(1->4)-N-acetylmuramoyl moiety attached to the amino terminus of the tetrapeptide L-alanyl-D-glutamyl-6-carboxy-L-lysyl-D-alanine via an amide linkage. It is a conjugate acid of a N-acetyl-D-glucosaminyl-N-acetylmuramoyl-L-alanyl-D-glutamyl-6-carboxy-L-lysyl-D-alanine(2-). C[C@@H](C(=O)N[C@H](CCC(=O)N[C@@H](CCCC(C(=O)O)N)C(=O)N[C@H](C)C(=O)O)C(=O)O)NC(=O)[C@@H](C)O[C@H]1[C@@H]([C@H](OC([C@@H]1NC(=O)C)O)CO)O[C@H]2[C@@H]([C@H]([C@@H]([C@H](O2)CO)O)O)NC(=O)C